(+)-7-[4-(2-butoxyethoxy)phenyl]-N-[4-[hydroxy(1-oxidopyridin-2-yl)methyl]-3-trifluoromethylphenyl]-1-propyl-2,3-dihydro-1H-1-benzazepine-4-carboxamide C(CCC)OCCOC1=CC=C(C=C1)C=1C=CC2=C(C=C(CCN2CCC)C(=O)NC2=CC(=C(C=C2)C(C2=[N+](C=CC=C2)[O-])O)C(F)(F)F)C1